FC1=C(C=CC=C1)C1=NC(=NC(=N1)NC=1C=NC(=CC1)F)NC(CC)[O-] (2-fluoro-phenyl)-N-(6-fluoro-pyridin-3-yl)-N'-oxidopropan-3-yl-[1,3,5]triazine-2,4-diamine